2-cyclopentyl-4-[(1R,2S)-2-hydroxycyclohexoxy]-N-[(E,1S)-1-methyl-3-methylsulfonyl-allyl]pyrimidine-5-carboxamide C1(CCCC1)C1=NC=C(C(=N1)O[C@H]1[C@H](CCCC1)O)C(=O)N[C@H](\C=C\S(=O)(=O)C)C